5-[(5-methyl-4-oxo-pyrido[2,3-d]pyrimidin-3-yl)methyl]-3-[rac-(2R)-2-(4-chlorophenyl)-2-fluoro-ethyl]-1,3,4-oxadiazol-2-one CC1=CC=NC=2N=CN(C(C21)=O)CC2=NN(C(O2)=O)C[C@H](F)C2=CC=C(C=C2)Cl |r|